4-methyl-2-(2-methylpropan-2-yl)pyrazol-3-amine CC1=C(N(N=C1)C(C)(C)C)N